tert-butyl 4-(3-(7-hydroxy-1-(trifluoromethyl)-9H-pyrido[3,4-b]indol-9-yl)propyl)piperazine-1-carboxylate OC1=CC=C2C3=C(N(C2=C1)CCCN1CCN(CC1)C(=O)OC(C)(C)C)C(=NC=C3)C(F)(F)F